C(CCCCCCCCCCC)NC(C(=O)O)(C)C Dodecyl-dimethyl-aminoacetic acid